2-Amino-N-{1-[4-chloro-7-(3-methoxypyrrolidin-1-yl)-2H-indazol-6-yl]ethyl}pyrazolo[1,5-a]pyrimidine-3-carboxamide NC1=NN2C(N=CC=C2)=C1C(=O)NC(C)C=1C=C(C2=CNN=C2C1N1CC(CC1)OC)Cl